6-((2-(dimethylamino)ethyl)(methyl)amino)-4-((triisopropylsilyl)ethynyl)nicotinamide CN(CCN(C1=NC=C(C(=O)N)C(=C1)C#C[Si](C(C)C)(C(C)C)C(C)C)C)C